OC1=C(C=CC(=C1)OCCCC(=O)OC)C1=NC(=NC(=N1)C1=C(C=C(C=C1)OCCCC(=O)OC)O)C1=C(C=C(C=C1)OCCCC(=O)OC)O 2,4,6-tris(2-hydroxy-4-methoxycarbonylpropoxyphenyl)-1,3,5-triazine